BrC=1C=CC(=C(OC=2C=C3C=CN(C3=CC2)C(=O)OC(C)(C)C)C1)C(=O)OCC tert-butyl 5-[5-bromo-2-(ethoxycarbonyl)phenoxy]-1H-indole-1-carboxylate